BrC1=CC(=CC=2C=COC21)COC2=C(C=CC(=C2)OC(F)(F)F)CC(=O)OCC ethyl 2-(2-((7-bromobenzofuran-5-yl)methoxy)-4-(trifluoromethoxy)phenyl)acetate